pyrrolo[3,2-f]quinolin-8(7H)-one C=1C=NC=2C1C1=CC(CNC1=CC2)=O